FC(OC=1C=C(C=CC1)C1=CC(=CO1)C(=O)NC1=NC(=NS1)CC(C)N1CCN(CC1)C)F 5-(3-(difluoromethoxy)phenyl)-N-(3-(2-(4-methylpiperazin-1-yl)propyl)-1,2,4-thiadiazol-5-yl)furan-3-carboxamide